C(#N)N1C[C@]2(CC2C1)NC(C1=CC=C(C=C1)C1=C(C=NC=C1)SC1=CC=CC=C1)=O N-((1R)-3-Cyano-3-azabicyclo[3.1.0]hexan-1-yl)-4-(3-(phenylthio)pyridin-4-yl)benzamid